C(C1=CC=CC=C1)OC1CC(C(C1)COS(=O)(=O)C1=CC=C(C=C1)C)COS(=O)(=O)C1=CC=C(C=C1)C [4-benzyloxy-2-(p-tolylsulfonyloxymethyl)cyclopentyl]methyl-4-methylbenzenesulfonate